O(C1=CC=CC=C1)CC(=O)Cl 2-phenoxyacetyl chloride